N1=CN=CC2=C1C=CS2=O THIENOPYRIMIDINON